Cl.NCCCOC(\C=C\C1=CC=C(C=C1)C(F)(F)F)=O (E)-3-(4-(trifluoromethyl)phenyl)acrylic acid-3-aminopropyl ester hydrochloride